COC([C@H](CC1CCCCC1)NC([C@H](C(C)(C)C)NC(=O)OCC1=CC=CC=C1)=O)=O (S)-2-((S)-2-(((benzyloxy)carbonyl)amino)-3,3-dimethylbutyrylamino)-3-cyclohexylpropionic acid methyl ester